FC1=C(C=C(C=C1)OC=1C(=C2C=CNC2=CC1F)S(=O)(=O)C)C=1NC(=CN1)CC=1C=C2CC(CC2=CC1)C(=O)OC methyl 5-((2-(2-fluoro-5-((6-fluoro-4-(methylsulfonyl)-1H-indol-5-yl) oxy) phenyl)-1H-imidazol-5-yl) methyl)-2,3-dihydro-1H-indene-2-carboxylate